5-iodopyrimidine-4,6-diamine IC=1C(=NC=NC1N)N